(6bS,9S,12S)-3,4-dichloro-2,9-dimethoxy-12-methyl-6b,12-dihydro-7H-[1,4]oxazino[4',3':1,2]pyrrolo[3,4-c]quinolin-10(9H)-one ClC1=C(C=C2C3=C(C=NC2=C1Cl)[C@@H]1N([C@H]3C)C([C@H](OC1)OC)=O)OC